(R)-3-(1-((6-(1,1-dioxotetrahydro-2H-thiopyran-4-yl)-1-methyl-7-oxo-6,7-dihydropyrido[3,4-d]pyridazin-4-yl)amino)ethyl)-2-methylbenzonitrile O=S1(CCC(CC1)N1C=C2C(=NN=C(C2=CC1=O)C)N[C@H](C)C=1C(=C(C#N)C=CC1)C)=O